4-ethyl-3-(N-(2-(5-fluorothiophen-2-yl)-5-(methylsulfonyl)phenyl)sulfamoyl)benzoic Acid C(C)C1=C(C=C(C(=O)O)C=C1)S(NC1=C(C=CC(=C1)S(=O)(=O)C)C=1SC(=CC1)F)(=O)=O